2-(2-azidoethoxy)-2-fluoroacetic acid N(=[N+]=[N-])CCOC(C(=O)O)F